ClC1=CC2=C(C=C3N2C(=NN(C3=O)CC(=O)NC3=NC=NC=C3)C(C)(C)O)S1 2-(2-Chloro-5-(2-hydroxypropan-2-yl)-8-oxothieno[2',3':4,5]pyrrolo[1,2-d][1,2,4]triazin-7(8H)-yl)-N-(pyrimidin-4-yl)acetamid